ClC=1C=CC(=C(C1)C=1N=C(C=2C=CC(=C(C2C1)N)C)N)F (5-chloro-2-fluorophenyl)-6-methylisoquinoline-1,5-diamine